O1CCN(CC1)C1=NC=CC(=N1)C(=O)OC methyl 2-morpholinopyrimidine-4-carboxylate